(aminoethyl)-hexyltriethoxysilane NCCC(C)O[Si](OCC)(OCC)CCCCCC